2-(oxetan-3-yl)-1,2,3,4-tetrahydroisoquinolin-6-amine O1CC(C1)N1CC2=CC=C(C=C2CC1)N